(S)-1-(2-(1-aminoethyl)-6-cyclopropylimidazo[1,2-a]pyridin-8-yl)-3-methylimidazolidine-2,4-dione N[C@@H](C)C=1N=C2N(C=C(C=C2N2C(N(C(C2)=O)C)=O)C2CC2)C1